C1(CC1)N(C(OC(C)(C)C)=O)C1CN(CC1)C1=CC=C2C(=N1)OCC=1C=C(C=CC12)N1N=CC=N1 tert-butyl N-cyclopropyl-N-{1-[8-(1,2,3-triazol-2-yl)-6H-isochromeno[3,4-b]pyridin-3-yl]pyrrolidin-3-YL}carbamate